chromium bis(tetrahydrofuran) dichloride [Cl-].[Cl-].O1CCCC1.O1CCCC1.[Cr+2]